8-chloro-2-fluorobenzo[4,5]imidazo[1,2-a]pyridine ClC1=CC2=C(N=C3N2C=C(C=C3)F)C=C1